FC1=C(C=CC(=C1)F)C(CNC(OC(C)(C)C)=O)=O tert-butyl (2-(2,4-difluorophenyl)-2-oxoethyl)carbamate